CN1N=CC(=C1C(=O)O)C1=NC=C(C(=N1)C)OS(=O)(=O)C 1-methyl-4-(4-methyl-5-((methylsulfonyl)oxy)pyrimidin-2-yl)-1H-pyrazole-5-carboxylic acid